FC1=C(C(=C(C(=C1OC(=O)C1CCN(CC1)CCCCCCCCCCCCCCCCCCCC)F)F)F)F eicosanyl-piperidine-4-carboxylic acid pentafluorophenyl ester